COC=1C=C(C=CC1O)CC1CCC(=O)O1 δ-(3-Methoxy-4-hydroxy-phenyl)-γ-valerolacton